N1-phenyl-N4,N4-di-m-tolylbenzene-1,4-diamine C1(=CC=CC=C1)NC1=CC=C(C=C1)N(C=1C=C(C=CC1)C)C=1C=C(C=CC1)C